COC(=O)C1(CC(=NO1)C1=C(C=C(C(=C1)N)F)Cl)OC 3-(5-amino-2-chloro-4-fluoro-phenyl)-5-methoxy-4H-isoxazole-5-carboxylic acid methyl ester